5-(4-hydroxy-3-methoxybenzylidene)-2,2-dimethyl-1,3-dioxane-4,6-dione OC1=C(C=C(C=C2C(OC(OC2=O)(C)C)=O)C=C1)OC